CO[C@H]1[C@@H](O[C@@H]([C@H]1O)CO)N1C=NC=2C(=O)NC(NCC(C)C)=NC12 2'-O-methyl-N2-isobutyl-guanosine